5-amino-2-(benzylthio)benzonitrile NC=1C=CC(=C(C#N)C1)SCC1=CC=CC=C1